C(=O)O.N[C@H](C(=O)N(C)[C@@H]1[C@H](CC[C@@H](C1)C1=CC(=CC=C1)C(F)(F)F)NC1=C(C=C(C(=C1)F)S(NC1=NC=NC=C1)(=O)=O)Cl)C(C)C (S)-2-amino-N-((1S,2S,5S)-2-((2-chloro-5-fluoro-4-(N-(pyrimidin-4-yl)sulfamoyl)-phenyl)amino)-5-(3-(trifluoromethyl)phenyl)cyclohexyl)-N,3-dimethylbutanamide Formate